6'-bromo-3'H-spiro[cyclobutane-1,1'-isobenzofuran] BrC1=CC=C2COC3(C2=C1)CCC3